FC=1C=C2C(C(NC2=C(C1)C)=O)=O 5-fluoro-7-methyl-2,3-dihydro-1H-indole-2,3-dione